5-Chloro-N-(7-(3,3-dimethylbutyl)-7-azaspiro[3.5]nonan-2-yl)-1-ethyl-3-(5-methylisoxazol-3-yl)-1H-pyrazole-4-carboxamide ClC1=C(C(=NN1CC)C1=NOC(=C1)C)C(=O)NC1CC2(C1)CCN(CC2)CCC(C)(C)C